meta-chlorobenzamide ClC=1C=C(C(=O)N)C=CC1